FC1=NN2C(N=CC3=C2[C@](CN3C(=O)NC=3C=NC(=C(C3)C)N3N=CC=N3)(C(F)(F)F)C)=C1 (S)-2-fluoro-8-methyl-N-(5-methyl-6-(2H-1,2,3-triazol-2-yl)pyridin-3-yl)-8-(trifluoromethyl)-7,8-dihydro-6H-pyrazolo[1,5-a]pyrrolo[2,3-e]pyrimidine-6-carboxamide